3-chlorobenzyl ((S)-3-cyclohexyl-1-(((S)-5-((2-(ethylsulfonamido)ethyl) (methyl)amino)-1,5-dioxopentan-2-yl)amino)-1-oxopropan-2-yl)carbamate C1(CCCCC1)C[C@@H](C(=O)N[C@H](C=O)CCC(=O)N(C)CCNS(=O)(=O)CC)NC(OCC1=CC(=CC=C1)Cl)=O